tert-butyl (2-(azetidin-3-yl)ethyl)carbamate N1CC(C1)CCNC(OC(C)(C)C)=O